C(C)C1=CC(=NC=N1)C1=CC=2C=NC(=CC2N1C)NC1CCOCC1 2-(6-ethylpyrimidin-4-yl)-1-methyl-N-tetrahydropyran-4-yl-pyrrolo[3,2-c]pyridin-6-amine